N-(2-(5-(5-(2-cyclopentylethyl)-1,2,4-oxadiazol-3-yl)-1H-benzo[d]imidazol-1-yl)ethyl)cyclopentaneamide C1(CCCC1)CCC1=NC(=NO1)C1=CC2=C(N(C=N2)CCNC(=O)C2CCCC2)C=C1